C(CCC)OC1=C(C=C(C=C1C)C=1C=C2CCC([C@H](C2=CC1F)NC(O[C@@H]1CN2CCC1CC2)=O)(C)C)C (S)-quinuclidin-3-yl ((R)-6-(4-butoxy-3,5-dimethylphenyl)-7-fluoro-2,2-dimethyl-1,2,3,4-tetrahydronaphthalen-1-yl)carbamate